Cl.C=C1C=COC2=C1N=CN=C2 8-methylenepyrano[3,2-d]pyrimidine hydrochloride